The molecule is a 2-oxo monocarboxylic acid that is glyoxylic acid in which the aldehyde hydrogen is substituted by a 3,5-dihydroxyphenyl group. It is a 2-oxo monocarboxylic acid and a member of resorcinols. It derives from a glyoxylic acid. C1=C(C=C(C=C1O)O)C(=O)C(=O)O